tert-Butyl (R)-3-(7-bromo-3-(4-phenoxyphenyl)-1H-pyrazolo[4,3-c]pyridin-1-yl)piperidine-1-carboxylate BrC=1C2=C(C=NC1)C(=NN2[C@H]2CN(CCC2)C(=O)OC(C)(C)C)C2=CC=C(C=C2)OC2=CC=CC=C2